tert-butyl (3S)-4-(6-fluoro-7-(2-fluoro-6-hydroxyphenyl)-1-(2-isopropylphenyl)-2,2-dioxido-1H-pyrido[2,3-c][1,2,6]thiadiazin-4-yl)-3-methylpiperazine-1-carboxylate FC1=CC2=C(N(S(N=C2N2[C@H](CN(CC2)C(=O)OC(C)(C)C)C)(=O)=O)C2=C(C=CC=C2)C(C)C)N=C1C1=C(C=CC=C1O)F